N1=CN=C2NC(=CC=C21)C(=O)O Imidazo[4,5-b]Pyridine-5-carboxylic acid